[1,2,4]triazolo[4,3-c]pyrimidine-5(6H)-thione N=1N=CN2C(NC=CC21)=S